[K].C(C=CC=CC)(=O)O hexa-2,4-dienoic acid potassium